8-(4-(tert-butyl)-5-fluoropyridin-2-yl)-2-(methyl-d3)benzofuro[2,3-b]pyridine C(C)(C)(C)C1=CC(=NC=C1F)C1=CC=CC2=C1OC1=NC(=CC=C12)C([2H])([2H])[2H]